CC1(OB(OC1(C)C)C1=CC=C(C=C1)NC(=O)N1C[C@H](CC1)O)C (S)-3-Hydroxy-pyrrolidine-1-carboxylic acid [4-(4,4,5,5-tetramethyl-[1,3,2]dioxaborolan-2-yl)-phenyl]-amide